CO[C@@H]1[C@H](CC1)NC(=O)C=1C=NN2C1N=CC=C2NC N-((1S,2S)-2-methoxycyclobutyl)-7-(methylamino)pyrazolo[1,5-a]pyrimidine-3-carboxamide